COC1=CC=C(CN(C=2N=C(C3=C(C=NNC3=O)N2)NCCCC)CC2=CC=C(C=C2)OC)C=C1 2-(Bis(4-methoxybenzyl)amino)-4-(butylamino)pyrimido[4,5-d]pyridazin-5(6H)-one